2-octyl valerate C(CCCC)(=O)OC(C)CCCCCC